CC(CC[C@@H](C(=O)O)NCC1=CC(=CC=C1)OC1=CC=CC=C1)(C)C (2S)-5,5-dimethyl-2-{[(3-phenoxyphenyl)methyl]amino}hexanoic acid